trifluoroacetyl-iminothiolane FC(C(=O)C1C(SCC1)=N)(F)F